3-(3-(3-cyclopropylureido)azetidin-1-yl)-2-(1H-pyrrol-1-yl)benzoic acid C1(CC1)NC(NC1CN(C1)C=1C(=C(C(=O)O)C=CC1)N1C=CC=C1)=O